ClC1=C(C=CC(=C1)Cl)C1(OCCO1)C 2-(2,4-dichlorophenyl)-2-methyl-[1,3]dioxolane